FC(C)(F)[C@]1(C[C@@H]([C@@H](O1)C(=O)NC1=CC(=NC=C1)C(=O)N)C1=C(C(=C(C=C1)F)F)OC)C (2R,3R,5R)-4-[[5-(1,1-Difluoroethyl)-3-(3,4-Difluoro-2-methoxy-phenyl)-5-methyl-tetrahydrofuran-2-carbonyl]amino]pyridin-2-carboxamid